N-(2-((2R,3S)-1,2-dimethylpiperidin-3-yl)thieno[2,3-b]pyridin-4-yl)-4,6-difluorobenzo[d]thiazol-5-amine CN1[C@@H]([C@H](CCC1)C1=CC=2C(=NC=CC2NC=2C(=CC3=C(N=CS3)C2F)F)S1)C